6-(4-Bromobenzyl)-6,7-dihydro-5H-pyrrolo[3,4-b]pyridin-5-one-7,7-d2 BrC1=CC=C(CN2C(C3=NC=CC=C3C2=O)([2H])[2H])C=C1